OCCN1C(NCC1)=O 1-(2-hydroxyethyl)-2-imidazolidone